3-((2-methylenenonyl)oxy)propionitrile C=C(COCCC#N)CCCCCCC